3-(3,5-dimethoxyphenyl)-5-[(1S)-1-(3,5-dimethylpyridazin-4-yl)ethoxy]-1H-indazole COC=1C=C(C=C(C1)OC)C1=NNC2=CC=C(C=C12)O[C@@H](C)C1=C(N=NC=C1C)C